ClC=1C(=NC(=NC1)NC1CCOCC1)C=1C=C2C=C(C=NC2=C(C1)F)C(C)(C)O (3S,4R)-4-((5-chloro-4-(8-fluoro-3-(2-hydroxypropan-2-yl)quinolin-6-yl)pyrimidin-2-yl)amino)tetrahydro-2H-pyran